tert-butyl 3-methyl-4-(5-(4,4,5,5-tetramethyl-1,3,2-dioxaborolan-2-yl)-7-tosyl-7H-pyrrolo[2,3-d]pyrimidin-4-yl)piperazine-1-carboxylate CC1CN(CCN1C=1C2=C(N=CN1)N(C=C2B2OC(C(O2)(C)C)(C)C)S(=O)(=O)C2=CC=C(C)C=C2)C(=O)OC(C)(C)C